6-(2-methoxyethoxy)-N-methyl-1H-indole-1-carboxamide methanesulfonate CS(=O)(=O)O.COCCOC1=CC=C2C=CN(C2=C1)C(=O)NC